C(CCC\C=C/C\C=C/C\C=C/C\C=C/CCCCC)(=O)NCCS(=O)(=O)O N-arachidonoyl-taurine